2-[(6-chloro-2-pyrrolidin-1-ylpyrimidin-4-yl)amino]-2-phenylethanol ClC1=CC(=NC(=N1)N1CCCC1)NC(CO)C1=CC=CC=C1